methyl-6-(trifluoromethoxy)picolinamide CC=1C(=NC(=CC1)OC(F)(F)F)C(=O)N